[P].[La].[Ce] cerium lanthanum phosphorus